P(=O)(O)(O)CN(CC(=O)O)CP(=O)(O)O N,N-bis(phosphonomethyl)-glycine